C1(CC1)C1=C(C(=NO1)C1=C(C=CC=C1Cl)Cl)/C=C/C1CCN(CC1)C1=CC=C2C=C(N=CC2=C1)C(=O)O (E)-7-(4-(2-(5-cyclopropyl-3-(2,6-dichlorophenyl)isoxazol-4-yl)vinyl)piperidin-1-yl)isoquinoline-3-carboxylic acid